(4-((4-Methoxypyridin-3-yl)(4-(trifluoromethyl)phenyl)amino)piperidin-1-yl)(3-(trifluoromethyl)bicyclo[1.1.1]pentan-1-yl)methanone COC1=C(C=NC=C1)N(C1CCN(CC1)C(=O)C12CC(C1)(C2)C(F)(F)F)C2=CC=C(C=C2)C(F)(F)F